(S)-4-(6-(4-fluorophenyl)-1H-indole-2-carboxamido)butane-1,3-diamine chloride [Cl-].FC1=CC=C(C=C1)C1=CC=C2C=C(NC2=C1)C(=O)NC[C@H](CCN)N